FC1=CC=C(C=C1)C=1SC(=CN1)C(=O)N[C@H](C(N[C@H](C(C=1SC=CN1)=O)CCCC(F)(F)F)=O)CCC(C)O 2-(4-fluorophenyl)-N-((2S)-5-hydroxy-1-oxo-1-(((S)-6,6,6-trifluoro-1-oxo-1-(thiazol-2-yl)hexan-2-yl)amino)hexan-2-yl)thiazole-5-carboxamide